BrCC(=O)[C@H]1CN(C[C@H]1CC)C(=O)OCC1=CC=CC=C1 benzyl (3R,4S)-3-(2-bromoacetyl)-4-ethylpyrrolidine-1-carboxylate